2-(4-methylpiperazin-1-yl)-N4-(tetrahydro-2H-pyran-4-yl)pyridine-3,4-diamine CN1CCN(CC1)C1=NC=CC(=C1N)NC1CCOCC1